OC(C(=O)O)C1C(C)O1 3,4-EPOXY-2-HYDROXY-VALERIC ACID